NC=1C=2N(C3=CC(=CC=C3N1)C(=O)N(C)[C@@H]1CO[C@H](C3=CC=C(C=C13)F)C)C=NC2 4-amino-N-((1S,4S)-6-fluoro-1-methylisochroman-4-yl)-N-methyl-imidazo[1,5-a]quinoxaline-8-carboxamide